FC1=CC=C(C=C1)C=1C=NC=2N(C1)C=C(N2)COC=2C=NC=C(C2)F 6-(4-fluorophenyl)-2-[(5-fluoro-3-pyridyl)oxymethyl]imidazo[1,2-a]pyrimidine